C(C)C1=NN(C(=C1C(=O)OC1=NC=NC(=C1)C=1C=C(C=C2C=NN(C12)CC1=CC=CC=C1)Cl)OC1=C(C=C(C=C1)Cl)F)C1CCOCC1 6-(1-benzyl-5-chloro-1H-indazol-7-yl)pyrimidin-4-ol Ethyl-5-(4-chloro-2-fluorophenoxy)-1-(oxan-4-yl)pyrazole-4-carboxylate